N1([C@@H](C1)C(=O)OC)C(=O)OCC1C2=CC=CC=C2C=2C=CC=CC12 1-O-(9H-fluoren-9-ylmethyl) 2-O-methyl (2S)-aziridine-1,2-dicarboxylate